6-(4-(trifluoromethyl)phenyl)imidazo[1,2-a]pyrazine-8-carbonitrile FC(C1=CC=C(C=C1)C=1N=C(C=2N(C1)C=CN2)C#N)(F)F